6-(6-(1H-1,2,4-triazol-3-yl)pyridin-3-yl)-4-(trans-4-hydroxycyclohexyl)-3,4-dihydropyrazino[2,3-b]pyrazin-2(1H)-one N1N=C(N=C1)C1=CC=C(C=N1)C=1N=C2C(=NC1)NC(CN2[C@@H]2CC[C@H](CC2)O)=O